Cl.NC1CS(C1)(=O)=O 3-aminothietane 1,1-dioxide HCl